F[P-](F)(F)(F)(F)F.CN(C(=[N+](C)C)Cl)C tetramethylchloro-formamidinium hexafluorophosphate